C1(CC1)C=1C=C(C(=NC1)C(=O)N([C@@H]1CNC[C@@H](C1)C=1OC(=NN1)C)CC(C)C)NC1CC(C1)OC 5-cyclopropyl-N-isobutyl-3-(((1r,3s)-3-methoxycyclobutyl)amino)-N-((3s,5r)-5-(5-methyl-1,3,4-oxadiazol-2-yl)piperidin-3-yl)pyridinecarboxamide